4-[[(6Ar,10aR)-6,6,9-trimethyl-3-pentyl-6a,7,8,10a-tetrahydrobenzo[c]chromen-1-yl]oxy]butan-1-amine CC1(OC2=CC(=CC(=C2[C@H]2[C@H]1CCC(=C2)C)OCCCCN)CCCCC)C